[As]([O-])([O-])([O-])=O.[As+3].[Ca+2] calcium arsenic compound with arsenate